2-dimethylamino-2-(4-methylbenzyl)-1-(4-morpholinyl-phenyl)butan-1-one CN(C(C(=O)C1=CC=C(C=C1)N1CCOCC1)(CC)CC1=CC=C(C=C1)C)C